5b-cholanoic acid C(CC[C@@H](C)[C@H]1CC[C@H]2[C@@H]3CC[C@@H]4CCCC[C@]4(C)[C@H]3CC[C@]12C)(=O)O